NC[C@@H](C)NC(=O)N1CCN(CC1)C(C1=C(C=C(C=C1)NC=1C=2N(C=CN1)C(=CN2)C2=CC=C(C=C2)OC(F)F)C)=O N-[(2R)-1-aminopropan-2-yl]-4-[4-[[3-[4-(difluoromethoxy)phenyl]imidazo[1,2-a]pyrazin-8-yl]amino]-2-methylbenzoyl]piperazine-1-carboxamide